Ruthenium(III) chlorid [Ru](Cl)(Cl)Cl